tert-butyl ((1S,2S)-2-(bromomethyl)cyclohexyl)carbamate BrC[C@@H]1[C@H](CCCC1)NC(OC(C)(C)C)=O